4-((2S,SR)-2,5-diethyl-4-(4-(trifluoromethyl)phenyl)piperazin-1-yl)-1-methyl-2-oxo-1,2-dihydropyrido[3,2-d]pyrimidine-6-carbonitrile C(C)[C@@H]1N(C[C@@H](N(C1)C1=CC=C(C=C1)C(F)(F)F)CC)C=1C2=C(N(C(N1)=O)C)C=CC(=N2)C#N |&1:5|